1-(cyclopropylmethyl)-N-(1-(fluoromethyl)cyclopropyl)-2,4-dioxo-1,2,3,4-tetrahydroquinazoline-6-sulfonamide C1(CC1)CN1C(NC(C2=CC(=CC=C12)S(=O)(=O)NC1(CC1)CF)=O)=O